3-(1-methyl-2-oxo-6,7,8,9-tetrahydroimidazo[4,5-f]quinolin-3-yl)piperidine-2,6-dione CN1C(N(C=2C1=C1CCCNC1=CC2)C2C(NC(CC2)=O)=O)=O